FC1(CN(C1)C(=O)[C@@H]1CC[C@@H](CC1)NC1=NN2C(C=N1)=C(C=C2)C2=CC=C1C(=N2)N(C(=N1)C)CC(F)F)F (3,3-Difluoroazetidin-1-yl)(cis-4-((5-(3-(2,2-difluoroethyl)-2-methyl-3H-imidazo[4,5-b]pyridin-5-yl)pyrrolo[2,1-f][1,2,4]triazin-2-yl)amino)cyclohexyl)methanone